(E)-1-iodo-3-(4-methoxystyryl)benzene IC1=CC(=CC=C1)\C=C\C1=CC=C(C=C1)OC